cyclohexanedicarbonyl fluoride C1(CCCCC1)(C(=O)F)C(=O)F